1-(3,5-Dimethoxyphenyl)Ethan-1-ol COC=1C=C(C=C(C1)OC)C(C)O